F[C@@H]1CN(CC[C@@H]1C1=CC=C2C(=NN(C2=C1)C)C1C(NC(CC1)=O)=O)CC1CCNCC1 3-[6-[(3S,4R)-3-fluoro-1-(4-piperidylmethyl)-4-piperidyl]-1-methyl-indazol-3-yl]piperidine-2,6-dione